BrC=1C=C(C=CC1)C1=NC(=NC(=N1)C1=CC=CC2=C1OC1=C2C=CC=C1)C1=CC=CC=C1 (3-bromophenyl)-4-(dibenzo[b,d]furan-4-yl)-6-phenyl-1,3,5-triazine